C1-(4-bromo-2-chlorophenyl)-6-chloro-9-(5-chloro-2-methoxybenzyl)-9H-purine BrC1=CC(=C(C=C1)C(C1=C(C=CC(=C1)Cl)OC)N1C2=NC=NC(=C2N=C1)Cl)Cl